3,5-dichloro-4-[(2-fluoro-4-methoxy-3-phenyl-phenyl)methyl]phenol ClC=1C=C(C=C(C1CC1=C(C(=C(C=C1)OC)C1=CC=CC=C1)F)Cl)O